CC1(OB(OC1(C)C)C=1C=NN(C1)C12CC(C1)(C2)C#N)C 3-(4-(4,4,5,5-tetramethyl-1,3,2-dioxaborolan-2-yl)-1H-pyrazol-1-yl)bicyclo[1.1.1]pentane-1-carbonitrile